COC1=CC=C(C=C1)[C@H]1[C@@H](CNCC1)CCC=1C=C(C#N)C=CC1 |r| (+/-)-3-{2-[trans-4-(4-Methoxyphenyl)piperidin-3-yl]ethyl}benzonitrile